platinum-gold water O.[Au].[Pt]